tert-Butyl 3-(4-((3-chloro-2-fluorophenyl)amino)pyrido[3,2-d]pyrimidin-6-yl)piperidine-1-carboxylate ClC=1C(=C(C=CC1)NC=1C2=C(N=CN1)C=CC(=N2)C2CN(CCC2)C(=O)OC(C)(C)C)F